Benzyl (R)-2-(dibenzylamino)-5-hydroxypentanoate C(C1=CC=CC=C1)N([C@@H](C(=O)OCC1=CC=CC=C1)CCCO)CC1=CC=CC=C1